C(#N)C1=C2C[C@@H](CNC2=CC=C1)[C@@H](C1=CC=CC=C1)NCCC=1C=C(C=C(C1)F)CC(=O)O [3-[2-[[(S)-[(3S)-5-cyano-1,2,3,4-tetrahydroquinolin-3-yl]-phenyl-methyl]amino]ethyl]-5-fluoro-phenyl]acetic acid